3-fluoro-5-((2'-(isoindolin-2-yl)-[2,4'-bipyrimidin]-4-yl)ethynyl)-1H-indazole FC1=NNC2=CC=C(C=C12)C#CC1=NC(=NC=C1)C1=NC(=NC=C1)N1CC2=CC=CC=C2C1